FC1=CC=C(C=C1)C(=O)N1C(C=2N(CC1)C(=NC2)C=2SC=C(N2)C)C (4-fluorophenyl)(8-methyl-3-(4-methylthiazol-2-yl)-5,6-dihydroimidazo[1,5-a]pyrazine-7(8H)-yl) ketone